C(CCCCCCC)OC(CCCCCCCCCCC)=O Octyllaurat